α-trifluoromethylstyrene FC(C(=C)C1=CC=CC=C1)(F)F